NC1=NC(=C(C=2N1C(N(N2)CCNC2CC(CCC2)C(=O)NC2CC2)=O)C2=CC(=NC(=C2)C)C)C2=CC=CC=C2 3-[2-[5-amino-8-(2,6-dimethyl-4-pyridinyl)-3-oxo-7-phenyl-[1,2,4]triazolo[4,3-c]pyrimidin-2-yl]ethylamino]-N-cyclopropyl-cyclohexanecarboxamide